Cl.[N+](=O)([O-])C1=CC=C(NC([C@@](N)(CCCNC(N)=N)C(C2=CC=CC=C2)=O)=O)C=C1 α-Benzoyl-L-arginine 4-nitroanilide hydrochloride